5-chloro-3-(4-methylpiperazin-1-yl)benzene-1,2-diamine ClC1=CC(=C(C(=C1)N)N)N1CCN(CC1)C